FC=1C(=C(C(=CC1)N)N)I fluoroiodobenzenediamine